N2-[2-(5-ethoxy-1H-indol-3-yl)ethyl]-N4-(2-methyl-1H-indol-5-yl)pyrimidine-2,4,5-triamine C(C)OC=1C=C2C(=CNC2=CC1)CCNC1=NC=C(C(=N1)NC=1C=C2C=C(NC2=CC1)C)N